4-Iodo-N-methyl-N-prop-2-ynyl-benzenesulfonamide IC1=CC=C(C=C1)S(=O)(=O)N(CC#C)C